methyl 1-(3-amino-2-methoxypropyl)-2-(4-(6-((4-cyano-2-fluorobenzyl) oxy) pyridin-2-yl)-2-fluorobenzyl)-1H-benzo[d]imidazole-6-carboxylate NCC(CN1C(=NC2=C1C=C(C=C2)C(=O)OC)CC2=C(C=C(C=C2)C2=NC(=CC=C2)OCC2=C(C=C(C=C2)C#N)F)F)OC